N-(4-trifluoromethylphenyl)sulfonyl-diamine FC(C1=CC=C(C=C1)NS(=O)(=O)N)(F)F